3-(2-fluoro-5-(trifluoromethoxy)phenyl)-1-(3-hydroxy-3-methylbutan-2-yl)-N-(3-methyl-1,1-dioxidothietan-3-yl)-1H-pyrazolo[4,3-b]pyridine-6-carboxamide FC1=C(C=C(C=C1)OC(F)(F)F)C1=NN(C=2C1=NC=C(C2)C(=O)NC2(CS(C2)(=O)=O)C)C(C)C(C)(C)O